[C@@H]1([C@@H](CC1)C(=O)O)C(=O)O trans-1,2-cyclobutanedicarboxylic acid